CC1=NNC=C1C1=CC=2C(=NC=C(C2)C(=O)NC=2C(=NC=C(C2)NC(CN2[C@H](CCC2)C)=O)C)N1 (S)-2-(3-methyl-1H-pyrazol-4-yl)-N-(2-methyl-5-(2-(2-methylpyrrolidin-1-yl)acetamido)pyridin-3-yl)-1H-pyrrolo[2,3-b]pyridine-5-carboxamide